(S)-6-(propyl(2-(thiophen-2-yl)ethyl)amino)-5,6,7,8-tetrahydronaphthalen-1-yl(12-(methylamino)-12-Oxolauroyl)glycinate C(CC)N([C@@H]1CC=2C=CC=C(C2CC1)N(CC(=O)[O-])C(CCCCCCCCCCC(=O)NC)=O)CCC=1SC=CC1